tert-butyl 3-(2-butylthio-5-oxo-7,8-dihydropyrido[4,3-d]pyrimidin-6(5H)-yl)propanoate C(CCC)SC=1N=CC2=C(N1)CCN(C2=O)CCC(=O)OC(C)(C)C